NC1C(OC2=C(O1)C=CC=C2N2CCNCC2)N 2,3-Diamino-5-(piperazin-1-yl)-2,3-dihydro-1,4-benzodioxine